CC=1CC(CC(C1)(C)C)=O 3,5,5-trimethyl-3-cyclohexen-1-one